CC(=CC(=O)NCC(C1=CC(=O)C2=NC=CC3=C2C1=NC4=CC=CC=C34)OC)C The molecule is an alkaloid that is an enamide obtained by the formal condensation of 3-methylbut-2-enoic acid with 6-(2-amino-1-methoxyethyl)-4H-pyrido[2,3,4-kl]acridin-4-one. It is isolated from the Okinawan marine tunicate Cystodytes dellechiajei and exhibits cytotoxicity against human epidermoid carcinoma KB cells. It has a role as a metabolite and an antineoplastic agent. It is an alkaloid, an enone, an enamide, an organic heterotetracyclic compound, an ether and a secondary carboxamide. It derives from a 3-methylbut-2-enoic acid.